4-{[6-(5-Chloro-2-Fluorophenyl)Pyridazin-4-yl]Amino}Quinolin-7-yl-4-Methylpiperazin-1-Carboxylat ClC=1C=CC(=C(C1)C1=CC(=CN=N1)NC1=CC=NC2=CC(=CC=C12)OC(=O)N1CCN(CC1)C)F